ClC=1C=C(C=CC1F)NC(N(C(C)C1=NN=C2N1CCCCC2)C2=CC=C(C=C2)OC)=O 3-(3-chloro-4-fluorophenyl)-1-(4-methoxyphenyl)1-(1-(6,7,8,9-tetrahydro-5H-[1,2,4]triazolo[4,3-a]azepin-3-yl)ethyl)urea